[Si](C)(C)(C(C)(C)C)OCCCC1=C(C(=NC=C1)C(C)C)N 4-(3-((tert-butyldimethylsilyl)oxy)propyl)-2-isopropylpyridin-3-amine